(1R,2R,4R,6R)-4-((6-(5-((((cyclobutylmethyl)(methyl)carbamoyl)oxy)methyl)-1-methyl-1H-1,2,3-triazol-4-yl)-2-methylpyridin-3-yl)oxy)bicyclo[4.1.0]heptane-2-carboxylic acid C1(CCC1)CN(C(=O)OCC1=C(N=NN1C)C1=CC=C(C(=N1)C)O[C@H]1C[C@H]([C@@H]2C[C@@H]2C1)C(=O)O)C